N-(2-Chloro-4-methylphenyl)-3,3-dimethoxypropanamide ClC1=C(C=CC(=C1)C)NC(CC(OC)OC)=O